COC12C(N(N=CC2(O1)C1=C(C=C(C=C1)C(F)(F)F)S(=O)(=O)C)C)=O 1-methoxy-3-methyl-6-(2-(methylsulfonyl)-4-(trifluoromethyl)phenyl)-7-oxa-3,4-diazabicyclo[4.1.0]hept-4-en-2-one